(S)-8-(2-amino-6-((R)-1-(3',4'-difluoro-[1,1'-biphenyl]-4-yl)-2,2,2-trifluoroethoxy)pyrimidin-4-yl)-2,8-diazaspiro[4.5]decane-3-carboxylic acid NC1=NC(=CC(=N1)N1CCC2(C[C@H](NC2)C(=O)O)CC1)O[C@@H](C(F)(F)F)C1=CC=C(C=C1)C1=CC(=C(C=C1)F)F